butyl-(2-ethylhexyl)cyclohexane C(CCC)C1(CCCCC1)CC(CCCC)CC